dibutyldibenzylammonium C(CCC)[N+](CC1=CC=CC=C1)(CC1=CC=CC=C1)CCCC